6-bromo-N-(tetrahydro-2H-pyran-4-yl)-8,9-dihydroimidazo[1',2':1,6]pyrido[2,3-d]pyrimidin-2-amine BrC1=CC2=C(N=C(N=C2)NC2CCOCC2)N2C1=NCC2